ClC1=C(C=C(OCCCN2C(=C(C(=C2)S(=O)(=O)C2=CC=C(C)C=C2)C)C(=O)O)C=C1C)C 1-(3-(4-chloro-3,5-dimethylphenoxy)propyl)-3-methyl-4-tosyl-1H-pyrrole-2-carboxylic acid